C1(=CC=CC=C1)P(C1=C(C2=CC=CC=C2C=C1)C1=C(C=CC2=CC=CC=C12)P(C1=CC=CC=C1)C1=CC=CC=C1)C1=CC=CC=C1 [2'-(diphenylphosphino)[1,1'-binaphthyl]-2-yl]diphenylphosphine